3-(5-{[4-(aminomethyl)phenyl]methoxy}-4-fluoro-3-(1-methanesulfonylazetidin-2-yl)-1H-pyrazole-1-carbonyl)-2-chlorobenzoic acid NCC1=CC=C(C=C1)COC1=C(C(=NN1C(=O)C=1C(=C(C(=O)O)C=CC1)Cl)C1N(CC1)S(=O)(=O)C)F